FC1=CC=C(C=C1)N1CCN(C2=CC=CC=C12)C(CCNCC1=NC=CC=C1)=O 1-(4-(4-Fluorophenyl)-3,4-dihydroquinoxalin-1(2H)-yl)-3-((pyridin-2-ylmethyl)amino)propan-1-one